2-((7-cyclobutoxy-4-oxo-3,4-dihydrophthalazin-1-yl)methyl)isonicotinonitrile C1(CCC1)OC1=CC=C2C(NN=C(C2=C1)CC=1C=C(C#N)C=CN1)=O